C(CCCCCCCCCCCCCC)[Si](OC)(CCCCCCCCCCCCCCC)CCCCCCCCCCCCCCC tri-n-pentadecylmethoxysilane